C(C=C)(=O)OCCOC1=CC=C(C=C1)C1(C2=CC=CC=C2C=2C=CC=CC12)C1=CC=C(C=C1)OCCOC(C=C)=O 9,9-Bis(4-(2-acryloyloxyethoxy)phenyl)fluorene